3-chloro-5-methoxy-8-bromoisoquinoline ClC=1N=CC2=C(C=CC(=C2C1)OC)Br